CN1S(NC(CC1C(=O)N)C1=CN=C(S1)C1=CC=CC=C1)(=O)=O 2-methyl-5-(2-phenylthiazol-5-yl)-1,2,6-thiadiazinane-3-carboxamide 1,1-dioxide